CC1OCCOC1 2-methyl-Dioxane